(Z)-N-phenylethyl-3-phenylacrylamide C1(=CC=CC=C1)CCNC(\C=C/C1=CC=CC=C1)=O